1,3-dioxo-1,3-dihydroisobenzofuran O=C1OC(C2=CC=CC=C12)=O